2-{[(2R,5R)-5-methyl-4-{[2-(2H-1,2,3-triazol-2-yl)phenyl]carbonyl}thiomorpholin-2-yl]methoxy}pyridine-3-carbonitrile C[C@@H]1CS[C@H](CN1C(=O)C1=C(C=CC=C1)N1N=CC=N1)COC1=NC=CC=C1C#N